N-(cyanomethyl)-2-(2-methyl-4-(5-(3,4,5-trichlorophenyl)-5-(trifluoromethyl)-4,5-dihydroisoxazol-3-yl)benzamido)-4,5,6,7-tetrahydrobenzo[b]thiophene-3-carboxamide C(#N)CNC(=O)C=1C2=C(SC1NC(C1=C(C=C(C=C1)C1=NOC(C1)(C(F)(F)F)C1=CC(=C(C(=C1)Cl)Cl)Cl)C)=O)CCCC2